C(C=C)(=O)N1CC(CC1)C=1C=C(N2C=NC=CC21)C2=CC(=C(C(=O)NC1=NC=CC(=C1)C(F)(F)F)C=C2)F 4-(5-(1-propenoylpyrrolidin-3-yl)pyrrolo[1,2-c]pyrimidin-7-yl)-2-fluoro-N-(4-(trifluoromethyl)pyridin-2-yl)benzamide